5-(2-Amino-3-(4-(piperidin-1-yl)but-1-yn-1-yl)pyridin-4-yl)-1H-indazol-3-amine NC1=NC=CC(=C1C#CCCN1CCCCC1)C=1C=C2C(=NNC2=CC1)N